1-(4-(((2R,5S)-3-(4-cyano-3-(trifluoromethyl)phenyl)-2-(trifluoromethyl)oxazolidin-5-yl)methoxy)phenyl)urea C(#N)C1=C(C=C(C=C1)N1[C@H](O[C@@H](C1)COC1=CC=C(C=C1)NC(=O)N)C(F)(F)F)C(F)(F)F